2-thiocarbonyl-3-(2-((2s,4r)-1-p-toluenesulfonyl-4-(trifluoromethyl)piperidin-2-yl)benzyl)-1,2,3,7-tetrahydro-6H-purin-6-one C(=S)=C1NC(C=2NC=NC2N1CC1=C(C=CC=C1)[C@H]1N(CC[C@H](C1)C(F)(F)F)S(=O)(=O)C1=CC=C(C)C=C1)=O